BrC1=CC=C(C=C1)C1C2CNCC=CCN2C1COC(C1=CC=CC=C1)(C1=CC=CC=C1)C1=CC=CC=C1 9-(4-bromophenyl)10-(trityloxymethyl)-1,6-diazabicyclo[6.2.0]dec-3-ene